C1C=CC2=CC=CC=C12 IndeN